3-cyclooctadecene-1-carboxylic acid C1(CC=CCCCCCCCCCCCCCC1)C(=O)O